C(C(=C)C)(=O)OCCC(CC)(S(=O)(=O)O)N(C)C.ClC1=C(C(=C(CNC(C(C)C)=O)C=C1)F)C=1NC(C=C(N1)C1=NC=C(C=C1)Cl)=O N-{4-chloro-3-[4-(5-chloropyridin-2-yl)-6-oxo-1,6-dihydropyrimidin-2-yl]-2-fluorobenzyl}isobutyramide 2-methacryloxyethyl-N,N-dimethylaminopropanesulfonate